C1(CCCC1)NC1=C2C(=NC(=N1)CO)N(N=C2)[C@H]2[C@@H]([C@@H]([C@H](O2)CO[C@](CO)(C)P(O)(O)=O)O)O ((R)-2-(((2R,3S,4R,5R)-5-(4-(cyclopentylamino)-6-(hydroxy-methyl)-1H-pyrazolo[3,4-d]-pyrimidin-1-yl)-3,4-dihydroxy-tetrahydrofuran-2-yl)methoxy)-1-hydroxypropan-2-yl)phosphonic acid